[Si](C1=CC=CC=C1)(C1=CC=CC=C1)(C(C)(C)C)OC(CNC1=NN=C2N1C=C(N=C2C=2C=NN(C2)C)C2=CC=C(C=C2)C)C(F)(F)F N-(2-((tert-butyldiphenylsilyl)oxy)-3,3,3-trifluoropropyl)-6-(4-methylphenyl)-8-(1-Methyl-1H-pyrazol-4-yl)-[1,2,4]triazolo[4,3-a]pyrazin-3-amine